FC1(CCN(CC1)C1=CC=CC(=N1)C=1NC(=NN1)C1=C(C=C(C=C1)NS(=O)(=O)C)N1CCC2(CC2)CC1)F N-(4-(5-(6-(4,4-difluoropiperidin-1-yl)pyridin-2-yl)-4H-1,2,4-triazol-3-yl)-3-(6-azaspiro[2.5]octan-6-yl)phenyl)methanesulfonamide